(R)-8-acetyl-3-(2-(4-(p-tolyl)piperazin-1-yl)ethyl)-2-oxa-8-azaspiro[4.5]decan-1-one C(C)(=O)N1CCC2(C[C@@H](OC2=O)CCN2CCN(CC2)C2=CC=C(C=C2)C)CC1